CN1CC2=C(C=CC=C2CC1)O 2-methyl-1,2,3,4-tetrahydroisoquinolin-8-ol